C(#N)C=1C=C(C=CC1)C=1N=C(SC1C1=CC(=NC(=C1)C)C)NC(=O)N1C[C@@H]2[C@H](C1)COC2 (3aR,6aS)-N-[4-(3-cyanophenyl)-5-(2,6-dimethyl-4-pyridyl)thiazol-2-yl]-1,3,3a,4,6,6a-hexahydrofuro[3,4-c]pyrrole-5-carboxamide